FC1CC(N(C1)C(=O)C12CC(C1)(C2)COC2=CC(=NC=N2)C#N)C2=CC(=CC=C2)F 6-((3-(4-fluoro-2-(3-fluorophenyl)pyrrolidine-1-carbonyl)bicyclo[1.1.1]-pentan-1-yl)methoxy)-pyrimidine-4-carbonitrile